OCC(=O)O α-hydroxyethanoic acid